9-Heptacosyne CCCCCCCCC#CCCCCCCCCCCCCCCCCC